6-bromo-4,7-difluoroindoline BrC1=CC(=C2CCNC2=C1F)F